NC=1C=CC(=C2CN(C(C12)=O)CC(C(=O)N)=C)C1=CC(=C2C=NN(C2=C1)C)C1=CC(=CC=C1)C#N 2-({7-amino-4-[4-(3-cyanophenyl)-1-methyl-1H-indazol-6-yl]-1-oxo-2,3-dihydro-1H-isoindol-2-yl}methyl)prop-2-enamide